methyl 4-(4-bromofuran-2-yl)-4-oxobutanoate BrC=1C=C(OC1)C(CCC(=O)OC)=O